FC(C1=CC=C(C=C1)C[C@@H](C(=O)N[C@@H](CCCCNC(C1=CC=C(C=C1)CC)=O)C(=O)O)NC([C@H](CC1=CC=CC=C1)NC(CO[C@@H]1[C@H](CC[C@@H](C1)C)C(C)C)=O)=O)(P(=O)(O)O)F N2-((S)-3-(4-(difluoro(phosphono)methyl)phenyl)-2-((S)-2-(2-(((1S,2R,5S)-2-isopropyl-5-methylcyclohexyl)oxy)acetamido)-3-phenylpropanamido)propanoyl)-N6-(4-ethylbenzoyl)-L-lysine